6-isopropoxy-2-(1-(methoxymethyl)-2-oxabicyclo[2.2.1]hept-4-yl)-2H-pyrazolo[3,4-b]pyridine-5-carboxylic acid C(C)(C)OC=1C(=CC=2C(N1)=NN(C2)C21COC(CC2)(C1)COC)C(=O)O